NC=1C(=NON1)N1N=NC(=C1)C(=O)N/N=C/C1=CC=C(C=C1)Cl (E)-1-(4-amino-1,2,5-oxadiazol-3-yl)-N'-(4-chlorobenzylidene)-1H-1,2,3-triazole-4-carbohydrazide